N(=[N+]=[N-])CC=CC1=CC=CC=C1 3-azidoprop-1-enylbenzene